N-(4-((3-((S)-2,5-dihydrofuran-2-yl)-3-phenethylpyrrolidin-1-yl)methyl)phenyl)acetamide O1[C@@H](C=CC1)C1(CN(CC1)CC1=CC=C(C=C1)NC(C)=O)CCC1=CC=CC=C1